pyrrolo[2,3-d]pyridazin-4-one N1=CC=C2C1=CN=NC2=O